α-naphthoic acid copper [Cu].C1(=CC=CC2=CC=CC=C12)C(=O)O